3-(3-((S)-3-(3,5-difluorophenyl)isoxazolidine-2-carbonyl)cyclobutoxy)-5-fluorobenzonitrile FC=1C=C(C=C(C1)F)[C@H]1N(OCC1)C(=O)C1CC(C1)OC=1C=C(C#N)C=C(C1)F